3-((ethylphenoxy)carbonylamino-methyl)-3,5,5-trimethylcyclohexyl-carbamic acid (ethylphenyl) ester C(C)C1=C(C=CC=C1)OC(NC1CC(CC(C1)(C)C)(C)CNC(=O)OC1=C(C=CC=C1)CC)=O